3,3-dimethylsuccinic anhydride CC1(CC(=O)OC1=O)C